1,2-dimethylcyclopentylacrylate CC1(C(CCC1)C)OC(C=C)=O